6-(2-Chlorophenyl)-4-[2-[(2-methylpyrimidin-4-yl)amino]-4-pyridyl]-1H-pyridin-2-on ClC1=C(C=CC=C1)C1=CC(=CC(N1)=O)C1=CC(=NC=C1)NC1=NC(=NC=C1)C